N-(((2S,3S)-2-(4-methoxyphenyl)-1-methylpyrrolidin-3-yl)methyl)-4-(trifluoromethoxy)benzenesulfonamide COC1=CC=C(C=C1)[C@H]1N(CC[C@H]1CNS(=O)(=O)C1=CC=C(C=C1)OC(F)(F)F)C